4-Aminobenzoic acid, 4-aminophenyl ester NC1=CC=C(C(=O)OC2=CC=C(C=C2)N)C=C1